C(CCCCC)(=O)NC=1SC(=C(N1)C)C=1C=CC(=C(C1)NS(=O)(=O)N)OC 5-(2-hexanamido-4-methylthiazol-5-yl)-2-methoxyphenyl-sulfamide